OCN1C(N(C(C1O)O)CO)=O 1,3-dihydroxymethyl-4,5-dihydroxyimidazolidine-2-one